FC(CN1CCCCC1)(F)F (2,2,2-trifluoroethyl)piperidin